C1(CC1)C1=CC(=NO1)C1(CCN(CC1)C(=O)N[C@H]1C(CCC[C@@H]1N1C2CN(CC1CC2)C(C)C)(F)F)C 4-(5-cyclopropyl-1,2-oxazol-3-yl)-N-{(1R,6S)-2,2-difluoro-6-[3-(propan-2-yl)-3,8-diazabicyclo[3.2.1]oct-8-yl]cyclohexyl}-4-methylpiperidine-1-carboxamide